C(#C)C1=C2C(=CC(=CC2=CC=C1F)O)C=1N=CC2=C(N=C(C(=C2C1F)C)C#C)N1C2COCC1CNC2 5-ethynyl-4-[6-ethynyl-4-fluoro-5-methyl-8-(3-oxa-7,9-diazabicyclo[3.3.1]nonan-9-yl)-2,7-naphthyridin-3-yl]-6-fluoro-naphthalen-2-ol